8-chloro-1-(2,6-dichlorophenyl)-5-(1,2-dihydroxyethyl)-2-(hydroxymethyl)-1,6-naphthyridin-4(1H)-one ClC=1C=NC(=C2C(C=C(N(C12)C1=C(C=CC=C1Cl)Cl)CO)=O)C(CO)O